C(C1CO1)OC=COCC1CO1 bis(2,3-epoxypropoxy)ethylene